5-(([1,2,4]triazolo[4,3-a]pyridin-7-yloxy)methyl)-2-oxabicyclo[3.1.1]heptan N=1N=CN2C1C=C(C=C2)OCC21CCOC(C2)C1